6-((16-(1-(6-carboxypyridin-2-yl)-2-(2-(2-isothiocyanatoethoxy)ethoxy)ethyl)-1,4,10,13-tetraoxa-7,16-diazacyclooctadecan-7-yl)methyl)picolinic acid C(=O)(O)C1=CC=CC(=N1)C(COCCOCCN=C=S)N1CCOCCOCCN(CCOCCOCC1)CC1=CC=CC(=N1)C(=O)O